C1N(CCC2=CC=CC=C12)C1[C@H]2CN([C@@H](C1O)C2)C(=O)C2=CC(=NC=C2F)NC2CCN(CC2)C(C)=O 1-{4-[(4-{[(1R,4R)-5-(3,4-dihydroisoquinolin-2(1H)-yl)-6-hydroxy-2-azabicyclo[2.2.1]hept-2-yl]carbonyl}-5-fluoropyridin-2-yl)amino]piperidin-1-yl}ethanone